4-((3-(tert-Butoxycarbonyl)adamantan-1-yl)amino)-2-chloropyrimidine-5-carboxylic acid C(C)(C)(C)OC(=O)C12CC3(CC(CC(C1)C3)C2)NC2=NC(=NC=C2C(=O)O)Cl